CNC1=NC2=CC=CC=C2C(=C1)C N,4-dimethylquinolin-2-amine